FC=1C=C(C=C2NC(C=3N(C12)C(=NN3)C)(C)C)OC 9-fluoro-7-methoxy-1,4,4-trimethyl-5H-[1,2,4]triazolo[4,3-a]quinoxaline